C(C)OCC12CCC(CC1)(C2)CC=O 2-(4-(Ethoxymethyl)bicyclo[2.2.1]Heptane-1-yl)acetaldehyde